ClC1=CC(=C(C=C1)C(\C=C\C1=CC(=CC=C1)Cl)=O)O (E)-1-(4-Chloro-2-hydroxyphenyl)-3-(3-chlorophenyl)prop-2-en-1-one